C(OC1=CC=C(C=C1)[N+](=O)[O-])(OC1CCC(CC1)SSC1=NC=CC=C1)=O (4-nitrophenyl) [4-(2-pyridyldisulfanyl)cyclohexyl] carbonate